tert-butyl (S)-4-(2-(3-(3-((4-isopropylbenzyl)carbamoyl)piperidin-1-yl)phenoxy)-2-methylpropanoyl)piperazine-1-carboxylate C(C)(C)C1=CC=C(CNC(=O)[C@@H]2CN(CCC2)C=2C=C(OC(C(=O)N3CCN(CC3)C(=O)OC(C)(C)C)(C)C)C=CC2)C=C1